N-[4-(3-Cyanophenyl)-5-(6-methyl-1H-pyrazolo[3,4-b]pyridin-4-yl)thiazol-2-yl]-2-oxa-6-azaspiro[3.3]heptane-6-carboxamide C(#N)C=1C=C(C=CC1)C=1N=C(SC1C1=C2C(=NC(=C1)C)NN=C2)NC(=O)N2CC1(COC1)C2